CC(C)N1CCC(CC1)CN1N=C(C=CC1=O)N1N=CC=C1 2-[(1-prop-2-ylpiperidin-4-yl)methyl]-6-pyrazol-1-ylpyridazin-3-one